1,1-bis(4-aminophenyl)Cyclohexane methyl-4-oxo-1,3,4,5-tetrahydrofuro[3,4-c]quinoline-7-carboxylate COC(=O)C=1C=CC=2C3=C(C(NC2C1)=O)COC3.NC3=CC=C(C=C3)C3(CCCCC3)C3=CC=C(C=C3)N